COC[C@@H](C(=O)O)N O-methyl-L-serine